C(C)(C)(C)OC(=O)N1CCN(CC1)C1=NC=CC(=C1)C=1C(=C(C=C(C1)F)C1=CC(=C(C=C1)N1N=NN(C1=O)C)Cl)OC 4-(4-(3'-chloro-5-fluoro-2-methoxy-4'-(4-methyl-5-oxo-4,5-dihydro-1H-tetrazol-1-yl)-[1,1'-biphenyl]-3-yl)pyridin-2-yl)piperazine-1-carboxylic acid tert-butyl ester